2-Amino-5-bromo-4-chloropyrimidine NC1=NC=C(C(=N1)Cl)Br